ClC1=CC(=C(S1)C1=CC=CC(=N1)C)CN(C(=O)OCCC)C 6-(5-chloro-3-((methyl(propoxycarbonyl)amino)methyl)thiophen-2-yl)-2-methylpyridine